chloro-N-methyl-N-(1,1,1-trifluoropropan-2-yl)pyrido[3,4-d]pyrimidin-4-amine ClC=1N=C(C2=C(N1)C=NC=C2)N(C(C(F)(F)F)C)C